(Z)-5-chloro-3,4-dihydronaphthalen-1(2H)-one oxime ClC1=C2CCC/C(/C2=CC=C1)=N/O